(S)-N-(2-hydroxy-1-(m-tolyl)ethyl)-4-(5-methyl-2-((1-methyl-1H-pyrazol-5-yl)amino)pyrimidin-4-yl)oxazole-2-carboxamide OC[C@H](C=1C=C(C=CC1)C)NC(=O)C=1OC=C(N1)C1=NC(=NC=C1C)NC1=CC=NN1C